5-(4-cyano-2,6-difluorophenyl)-2-cyanopyrimidine C(#N)C1=CC(=C(C(=C1)F)C=1C=NC(=NC1)C#N)F